ClC1=CC(=CC=C1)\C=C(/F)\S(=O)(=O)C1=CC=CC=C1 (E)-1-chloro-3-[2-fluoro(2-benzenesulfonyl)vinyl]-benzene